ClC1=C(C(=CC=C1)Cl)C1=CC(OC2=CC(=CC=C12)O[C@@H](C(=O)N1CCCCC1)C)=O (3S)-1-[(2R)-2-[4-(2,6-dichlorophenyl)-2-oxo-chromen-7-yl]oxypropanoyl]piperidine